N-[1-[2-chloro-4-[(E)-[(2Z)-2-(2-isopropylphenyl)imino-4-oxo-thiazolidin-3-yl]iminomethyl]phenyl]-3-methyl-pyrazol-4-yl]-4-(trifluoromethoxy)benzamide ClC1=C(C=CC(=C1)/C=N/N1/C(/SCC1=O)=N/C1=C(C=CC=C1)C(C)C)N1N=C(C(=C1)NC(C1=CC=C(C=C1)OC(F)(F)F)=O)C